C(C)(C)(C)C1=CN=C(O1)NC(=O)NC1=CC=C(C=C1)N1C=NC2=C1C=CC(=C2)OCCNC2=C1C(N(C(C1=CC=C2)=O)C2C(NC(CC2)=O)=O)=O 1-(5-t-butyl-oxazol-2-yl)-3-[4-(5-{2-[2-(2,6-dioxo-piperidin-3-yl)-1,3-dioxo-2,3-dihydro-1H-isoindol-4-ylamino]ethoxy}benzimidazol-1-yl)phenyl]-urea